[N+](=O)([O-])C1=CC=C(C=C1)C1=C(C(=O)C2=CC=CC=C2)C=CC(=C1)C(C)(C)C (4-nitrophenyl)-4-tert-butylbenzophenone